4-[(3-ETHOXY-3-OXOPROPYL)CARBAMOYL]BENZENEBORONIC ACID C(C)OC(CCNC(=O)C1=CC=C(C=C1)B(O)O)=O